C1(=CC=CC=C1)C=1N=CC=2N(C1)C(=CN2)C2=NC=CC(=N2)N2CCN(CC2)C(C)=O 1-(4-(2-(6-phenylimidazo[1,2-a]pyrazin-3-yl)pyrimidin-4-yl)piperazin-1-yl)ethan-1-one